ClC1=C(C=C(COC2=CC=3C4=C(NC3C=C2)C(CC4)CC(=O)O)C=C1)C(F)(F)F 2-(7-(4-chloro-3-(trifluoromethyl)benzyloxy)-1,2,3,4-tetrahydrocyclopenta[b]indol-3-yl)acetic acid